Ethyl 7-((1S)-1-((4-(((tert-butoxycarbonyl)amino)methyl)benzoyl)amino)ethyl)-3-(6-(morpholin-4-ylmethyl)pyridin-3-yl)-1H-indole-2-carboxylate C(C)(C)(C)OC(=O)NCC1=CC=C(C(=O)N[C@@H](C)C=2C=CC=C3C(=C(NC23)C(=O)OCC)C=2C=NC(=CC2)CN2CCOCC2)C=C1